methyl (R)-3-(4-((5-(5-ethyl-1,2,4-oxadiazol-3-yl)-2,3-dihydro-1H-inden-1-yl)carbamoyl)-1H-pyrazol-1-yl)azetidine-1-carboxylate C(C)C1=NC(=NO1)C=1C=C2CC[C@H](C2=CC1)NC(=O)C=1C=NN(C1)C1CN(C1)C(=O)OC